(R)-6-[(1R,3aS,7aR,E)-4-(2-{4-[(1,1'-Biphenyl)-4-yl]-1H-1,2,3-triazol-1-yl}ethylidene)-7a-methyloctahydro-1H-inden-1-yl]-2-methylheptan-2-ol C1(=CC=C(C=C1)C=1N=NN(C1)C\C=C/1\[C@@H]2CC[C@@H]([C@]2(CCC1)C)[C@@H](CCCC(C)(O)C)C)C1=CC=CC=C1